(1r,3r)-3-((5-(1-(2,2-difluoroethyl)-2-methyl-1H-imidazo[4,5-b]pyridin-6-yl)-4-methoxy-7H-pyrrolo[2,3-d]pyrimidin-2-yl)amino)-1-methylcyclobutan-1-ol FC(CN1C(=NC2=NC=C(C=C21)C2=CNC=1N=C(N=C(C12)OC)NC1CC(C1)(O)C)C)F